ClC1=CC=2C3=C(C(=NC2C(=C1C1=C(C(=CC=C1)O)F)F)OC[C@H]1N(CCC1)C)N=CN3C3CCN(CC3)C(C=C)=O 1-(4-(8-Chloro-6-fluoro-7-(2-fluoro-3-hydroxyphenyl)-4-(((S)-1-methylpyrrolidin-2-yl)methoxy)-1H-imidazo[4,5-c]quinolin-1-yl)piperidin-1-yl)prop-2-en-1-one